4-(2,5-difluorophenyl)-2-(tetrahydro-2H-pyran-4-yl)-6-(trifluoromethyl)pyridin-3-amine FC1=C(C=C(C=C1)F)C1=C(C(=NC(=C1)C(F)(F)F)C1CCOCC1)N